C(C)(C)(C)OC(=O)N1CC2(CC2CC1)C(=O)O 3-tert-Butoxy-carbonyl-3-azabicyclo-[4.1.0]heptane-1-carboxylic acid